ethylamino-ethylimino-methanesulfonic acid C(C)NC(S(=O)(=O)O)=NCC